7-bromo-5-chloro-2H-1-benzofuran-3-one BrC1=CC(=CC=2C(COC21)=O)Cl